2-Chloro-4-methylthiazole-5-sulfonyl chloride ClC=1SC(=C(N1)C)S(=O)(=O)Cl